1,6-Octadiene-3-ol C=CC(CCC=CC)O